(S)-6'-bromo-8-(difluoromethoxy)-6-(trifluoromethyl)-2',3'-dihydro-3H,4'H-spiro[imidazo[1,2-a]pyridine-2,1'-naphthalen]-4'-one BrC=1C=C2C(CC[C@@]3(C2=CC1)N=C1N(C=C(C=C1OC(F)F)C(F)(F)F)C3)=O